N1=CC=CC=2CCC[C@H](C12)N |r| rac-5,6,7,8-tetrahydroquinoline-8-amine